C(C)OC1=C(C=C(C=C1)C1=CC(=C2C(=N1)N=C(N2)C2=CC=C(C=C2)N2CCC(CC2)C(=O)O)N(C)CC2(CCCC2)COC)C(F)(F)F 1-(4-{5-[4-ethoxy-3-(trifluoromethyl)phenyl]-7-[{[1-(methoxymethyl)cyclopentyl]methyl}(methyl)amino]-1H-imidazo[4,5-b]pyridin-2-yl}phenyl)piperidine-4-carboxylic acid